CN(C)CC1CN(C1)C(=O)OCC(COC(CCCCCCC\C=C/C\C=C/CCCC)=O)COC(CCCCCCC\C=C/C\C=C/CCCCC)=O 3-(((9Z,12Z)-heptadeca-9,12-dienoyl)oxy)-2-((((9Z,12Z)-octadeca-9,12-dienoyl)-oxy)methyl)propyl 3-((dimethylamino)methyl)azetidine-1-carboxylate